FC1=C2CC(CC2=C(C=C1NC(=O)[C@H]1NC[C@@H](C1)O)F)CN1CCC2(CN(C(O2)=O)C2=NC3=C(OCC(N3)=O)N=C2)CC1 (2S,4R)-N-[4,7-Difluoro-2-[[2-oxo-3-(3-oxo-4H-pyrazino[2,3-b][1,4]oxazin-6-yl)-1-oxa-3,8-diazaspiro[4.5]decan-8-yl]methyl]indan-5-yl]-4-hydroxy-pyrrolidine-2-carboxamide